C1(CC1)C1=NSC(=N1)C1=NN=C2N1CCN([C@@H]2COC)C(=O)C2=CC=C(C=C2)F (S)-(3-(3-cyclopropyl-1,2,4-thiadiazol-5-yl)-8-(methoxymethyl)-5,6-dihydro-[1,2,4]triazolo[4,3-a]pyrazin-7(8H)-yl)(4-fluorophenyl)methanone